C(#N)[C-](N=O)C#N dicyanonitrosomethanide